4-(3-pyridyl)-4-oxobutanal N1=CC(=CC=C1)C(CCC=O)=O